N1C(=CC2=CC=CC=C12)C1=C(C=CC(=C1)S(=O)(=O)C(C)C)N1C[C@H](CC1)O (S)-1-(2-(1H-indol-2-yl)-4-(isopropylsulfonyl)phenyl)pyrrolidin-3-ol